Piperazin-1-yl-(5-(trifluoromethyl)pyridin-2-yl)methanone N1(CCNCC1)C(=O)C1=NC=C(C=C1)C(F)(F)F